NC1=C(C=C(C=N1)C=1C=NN(C1)C1CCN(CC1)CCOCCOCCOCCOCC(=O)O)O[C@H](C)C1=C(C(=CC=C1Cl)F)Cl (R)-14-(4-(4-(6-amino-5-(1-(2,6-dichloro-3-fluorophenyl)ethoxy)pyridin-3-yl)-1H-pyrazol-1-yl)piperidin-1-yl)-3,6,9,12-tetraoxatetradecanoic acid